lanthanum-cerium-zinc [Zn].[Ce].[La]